Br[C@H](C(=O)O)F |r| racemic-2-bromo-2-fluoroacetic acid